NC1=NC=2C3=C(C(CC2C=N1)(C)C)C(=NN3)C(=O)NC=3SC=CN3 8-amino-4,4-dimethyl-N-(1,3-thiazol-2-yl)-4,5-dihydro-1H-pyrazolo[4,3-H]quinazoline-3-carboxamide